FC=1C=C(CNC(=O)[C@@]2(C(N(CC2)C2=CC=C(C=C2)P(=O)(C)C)=O)O)C=C(C1)F (S)-N-(3,5-difluorobenzyl)-1-(4-(dimethylphosphoryl)phenyl)-3-hydroxy-2-oxopyrrolidine-3-carboxamide